C1(CCC1)C1CN(C1)S(=O)(=O)N1C[C@H](CCC1)C(=O)N1[C@H](CCC1)C(=O)NCC1=CC=C(C=C1)C(F)(F)F 1-(((3S)-1-((3-cyclobutyl-1-azetidinyl)sulfonyl)-3-piperidinyl)carbonyl)-N-(4-(trifluoromethyl)benzyl)-D-prolinamide